OC1(CC1)C1CCN(CC1)C(=O)OC(C)(C)C Tert-butyl 4-(1-hydroxycyclopropyl)piperidine-1-carboxylate